C(C)OC1=C(C=CC(=C1)OC)C(C#CC1=CC=C(C#N)C=C1)(C)O 4-(3-(2-Ethoxy-4-methoxyphenyl)-3-hydroxybut-1-yn-1-yl)benzonitrile